C(N)(OS(=O)(=O)C1=C(N=C(S1)CCC)C1=CC=C(C=C1)CN1C(=NC=C1)C(C)(C)C)=O ((4-(4-((2-(tert-butyl)-1H-imidazol-1-yl)methyl)phenyl)-2-propylthiazol-5-yl)sulfonyl) carbamate